S(=O)(=O)(O)O.C(CCC)P(CCCC)(CCCC)CCCC tetrabutyl-phosphine sulfate